Cl.CN(C(CN1N=CC(=C1)NC(=O)C1CNC2=C(O1)C=CC=N2)=O)CCOC2=CC=C(C=C2)C N-(1-(2-(methyl(2-(p-tolyloxy)ethyl)amino)-2-oxoethyl)-1H-pyrazol-4-yl)-3,4-dihydro-2H-pyrido[3,2-b][1,4]oxazine-2-carboxamide hydrochloride